8-(benzo[d]thiazol-5-ylamino)-4-cyclopropyl-2,2-dimethylthieno[2,3-g]quinolin-3(2H)-one 1,1-dioxide S1C=NC2=C1C=CC(=C2)NC2=CC=NC=1C(=C3C(=CC21)S(C(C3=O)(C)C)(=O)=O)C3CC3